C(N)(=N)N1CCN(CC1)C1=CC=C(C=C1)NC(=O)C1=NNC(=C1)C(=O)NC1=CC=C(C=C1)N1CCN(CC1)C(N)=N 1H-pyrazole-3,5-dicarboxylic acid bis-{[4-(4-carbamimidoyl-piperazin-1-yl)-phenyl]-amide}